FC(C1=CC=C(CBr)C=C1)(F)F 4-(trifluoromethyl)benzyl bromide